2-methyl-4-bromobiphenyl CC1=C(C=CC(=C1)Br)C1=CC=CC=C1